N-[2-[(3-aminocyclobutyl)amino]-2-oxo-ethyl]-4-[[3-[1-(cyanomethyl)-3-(trifluoromethyl)pyrazol-4-yl]imidazo[1,2-a]pyrazin-8-yl]amino]-2-methyl-benzamide NC1CC(C1)NC(CNC(C1=C(C=C(C=C1)NC=1C=2N(C=CN1)C(=CN2)C=2C(=NN(C2)CC#N)C(F)(F)F)C)=O)=O